7-(5-(7-Ethyl-7H-imidazo[4,5-c]pyridazin-4-yl)-2-fluorophenyl)-8-methoxy-4H-benzo[b][1,2,4]triazolo[4,3-d][1,4]oxazine C(C)N1C=NC2=C1N=NC=C2C=2C=CC(=C(C2)C=2C(=CC1=C(OCC=3N1C=NN3)C2)OC)F